CC(C)(C)[Zn]C(C)(C)C bis(1,1-dimethylethyl)zinc